C1(=CC=CC=C1)C=1C2=CC=CC=C2C(=C2C=CC(=CC12)N(C=1C=CC=2N(C3=CC=CC=C3C2C1)C1=CC=CC=C1)C1=CC=CC=C1)C1=CC=CC=C1 N-(9,10-diphenyl-2-anthracenyl)-N,9-diphenyl-9H-carbazole-3-amine